C(C)C(CCCC1=C(C(=O)C2=CC=C(C=C2)C2=CC=CC=C2)C=CC=C1)CC 4-ethylhexyl-4'-phenylbenzophenone